FC1=CC(=C(C(=C1)C)N1CN(C(C2=CC=C(C=C12)C(F)(F)F)=O)C=1C=NC(=CC1)OC)C 1-(4-fluoro-2,6-dimethylphenyl)-3-(6-methoxypyridin-3-yl)-7-(trifluoromethyl)-2,3-dihydroquinazolin-4(1H)-one